BrC1=CC=C(C=N1)C1=NOC(=N1)C(=O)NCCC1=NC=C(C=C1Cl)C(F)(F)F (6-bromopyridin-3-yl)-N-(2-(3-chloro-5-(trifluoromethyl)pyridin-2-yl)ethyl)-1,2,4-oxadiazole-5-carboxamide